ClC1=CC(=C2C(=N1)C(=NN2COCC[Si](C)(C)C)NC2CCC2)C=C 5-chloro-N-cyclobutyl-1-((2-(trimethylsilyl)ethoxy)methyl)-7-vinyl-1H-pyrazolo[4,3-b]pyridin-3-amine